O=C1C2=C(C3=C1C=NC1=CC=C(C=C31)NC3=C(C#N)C=CC=C3)C=NC(=N2)C(F)(F)F 2-((7-oxo-9-(trifluoromethyl)-7H-pyrimido[5',4':3,4]cyclopenta[1,2-c]quinolin-2-yl)amino)benzonitrile